ethyl 2-(3-(3,4-difluorophenyl)-5-hydroxy-1H-pyrazol-1-yl)thiazole-4-carboxylate FC=1C=C(C=CC1F)C1=NN(C(=C1)O)C=1SC=C(N1)C(=O)OCC